C(C1=CC=CC=C1)OC1=NC(=CC=C1C=1C(=C(C(=CC1)N)N)Br)OCC1=CC=CC=C1 (2,6-bis(benzyloxy)pyridin-3-yl)-3-bromobenzene-1,2-diamine